C(C)(C)(C)NC=1N=CC2=C(N1)C(=CN=C2N)I N2-(tert-butyl)-8-iodopyrido[4,3-d]pyrimidine-2,5-Diamine